O[C@H]1[C@@H](O[C@@H]([C@H]1O)CO)N1C2=NC=NC(=C2N=C1)NC(C1=CC=CC=C1)=O N-(9-((2R,3R,4S,5R)-3,4-dihydroxy-5-(hydroxymethyl)tetrahydrofuran-2-yl)-9H-purin-6-yl)benzamide